FC(C1=C(C(=C(C(=C1F)F)[B-](C1=C(C(=C(C(=C1F)F)C(F)(F)F)F)F)(C1=C(C(=C(C(=C1F)F)C(F)(F)F)F)F)C1=C(C(=C(C(=C1F)F)C(F)(F)F)F)F)F)F)(F)F.[Li+] lithium tetrakis(4-trifluoromethyltetrafluorophenyl)borate